BrC=1C=NC=2C3=NC=C(C=C3C(=C(C2C1)C#N)C#N)Br 3,8-dibromo-1,10-phenanthroline-5,6-dinitrile